ClC1=CC=C(C=N1)C[C@H]1C(N(CCC1)C1=NC(=NN1COCC[Si](C)(C)C)C1=CN=NC=C1C)=O (S)-3-((6-Chloropyridin-3-yl)methyl)-1-(3-(5-methylpyridazin-4-yl)-1-((2-(trimethylsilyl)ethoxy)methyl)-1H-1,2,4-triazol-5-yl)piperidin-2-one